FC1=C(C=C(C=C1)NC(=O)C1=C(N(C(=C1C)C(C(=O)N[C@@H]1CN(CC1)S(=O)(=O)C)=O)C)C)C (S)-N-(4-fluoro-3-methylphenyl)-1,2,4-trimethyl-5-(2-((1-(methylsulfonyl)pyrrolidin-3-yl)amino)-2-oxoacetyl)-1H-pyrrole-3-carboxamide